Ethyl (3S)-3-(2,4-difluoro-2',4',5,6'-tetramethyl-[1,1'-biphenyl]-3-yl)-3-(2-(5-(3-(dimethylamino)propyl)-2-oxo-4-(trifluoromethyl)pyridin-1(2H)-yl)-4-methylpentanamido)propanoate FC1=C(C=C(C(=C1[C@H](CC(=O)OCC)NC(C(CC(C)C)N1C(C=C(C(=C1)CCCN(C)C)C(F)(F)F)=O)=O)F)C)C1=C(C=C(C=C1C)C)C